C(C)N(C1=CC=C(\C=C\2/OC3=C(C2=O)C=CC(=C3)OCCCCCC)C=C1)CC (Z)-2-(4-(diethylamino)benzylidene)-6-(hexyloxy)benzofuran-3(2H)-one